methyl (2S)-4-[(acetoxyacetyl){(1R)-1-[1-benzyl-4-(2,5-difluorophenyl)-1H-pyrrol-2-yl]-2,2-dimethylpropyl}amino]-2-aminobutanoate C(C)(=O)OCC(=O)N(CC[C@@H](C(=O)OC)N)[C@H](C(C)(C)C)C=1N(C=C(C1)C1=C(C=CC(=C1)F)F)CC1=CC=CC=C1